C(C)C=1C(=NC=NC1)N1CCN(CC1)CC=1NC2=CC(=CC=C2C1)COCCOC 2-((4-(5-ethylpyrimidin-4-yl)piperazin-1-yl)methyl)-6-((2-methoxyethoxy)methyl)-1H-indole